(2-Chloro-4-fluoro-phenyl)-[4-(2-methoxyphenyl)-3-methyl-piperazin-1-yl]methanone (1-chloroethyl)carbamate ClC(C)NC(O)=O.ClC1=C(C=CC(=C1)F)C(=O)N1CC(N(CC1)C1=C(C=CC=C1)OC)C